COC=1C=C(C=CC1OC)C=1C=CC=C2C=NC(=NC12)NC=1C=CC2=C(CC[C@H](CC2)N2CCCC2)C1 (S)-8-(3,4-dimethoxyphenyl)-N-(7-(pyrrolidin-1-yl)-6,7,8,9-tetrahydro-5H-benzo[7]annulen-2-yl)quinazolin-2-amine